2-(3-formyl-1-methyl-1H-pyrazol-4-yl)pyrazolo[5,1-b]Thiazole-6-carboxamide C(=O)C1=NN(C=C1C1=CN2C(S1)=CC(=N2)C(=O)N)C